C(C)OC(C)N1N=CC(=C1)C=1C=CC=2N(C1OCC(F)(F)F)N=C(N2)N 6-(1-(1-Ethoxyethyl)-1H-pyrazol-4-yl)-5-(2,2,2-trifluoroethoxy)-[1,2,4]triazolo[1,5-a]pyridin-2-amine